FC(CN1N=C(C=C1)N)(F)F 1-(2,2,2-trifluoroethyl)-1H-pyrazol-3-amine